NC1=CC(=C(C=C1)C(=O)N1C(CN(CC1)C)C1=CC=CC=C1)N1CC(CC1)C(F)(F)F [4-amino-2-[3-(trifluoromethyl)pyrrolidin-1-yl]phenyl]-(4-methyl-2-phenylpiperazin-1-yl)methanone